C12(OCC(C1)C2)CN (2-oxabicyclo[2.1.1]hexane-1-yl)methanamine